C(#N)C=1C(=NC(=CC1N1C[C@@H]2C([C@@H]2C1)CC(=O)O)C(F)(F)F)N1[C@H](CC1)C 2-((1R,5S,6R)-3-(3-cyano-2-((S)-2-methylazetidin-1-yl)-6-(trifluoroMethyl)pyridin-4-yl)-3-azabicyclo[3.1.0]hexane-6-yl)acetic acid